NC1=C(C(=C(C#N)C(=C1F)F)N1N=CC(=C1)C1=C2C(=NC=C1)NC=C2)C#N 4-amino-5,6-difluoro-2-[4-(1H-pyrrolo[2,3-b]pyridin-4-yl)-1H-pyrazol-1-yl]isophthalonitrile